[15N+](=O)([O-])[O-] [15N]nitrate